sodium 2-(tert-butyl)-2-ethylmalonate C(C)(C)(C)C(C(=O)[O-])(C(=O)[O-])CC.[Na+].[Na+]